NCC1CCN(CC1)C1=C(C#N)C=CC=C1 2-[4-(aminomethyl)-1-piperidinyl]benzonitrile